ClC1=C2C(=NN(C2=C(C=C1)N1C(=NC2=CC(=CC=C2C1=O)OC)[C@H](CC1=CC(=CC(=C1)F)F)NC(OC(C)(C)C)=O)C)N(S(=O)(=O)C)CC1=CC=C(C=C1)OC (S)-tert-butyl (1-(3-(4-chloro-3-(N-(4-methoxybenzyl)methylsulfonamido)-1-methyl-1H-indazol-7-yl)-7-methoxy-4-oxo-3,4-dihydroquinazolin-2-yl)-2-(3,5-difluorophenyl)ethyl)carbamate